C(C=C)(=O)OCCO.[Na] Sodium hydroxyethyl acrylate